Pyranopyridone C1=CC2=C(C=CC(=O)O2)N=C1